2-((4-(2-(4-chlorophenyl)-2-methyl-2,3-dihydrobenzo[b][1,4]dioxin-5-yl)piperidin-1-yl)methyl)-3-((S)-oxetan-2-ylmethyl)-3H-imidazo[4,5-b]pyridine-5-carboxylic acid ClC1=CC=C(C=C1)C1(COC2=C(O1)C=CC=C2C2CCN(CC2)CC2=NC=1C(=NC(=CC1)C(=O)O)N2C[C@H]2OCC2)C